2-(2-(1'-(3-(3-hydroxypyrrolidin-1-yl)propanoyl)-[4,4'-biindoline]-1-carbonyl)-3-methyl-3,4,6,7-tetrahydro-5H-imidazo[4,5-c]pyridine-5-yl)acetic acid OC1CN(CC1)CCC(=O)N1CCC=2C(=CC=CC12)C=1C=2CCN(C2C=CC1)C(=O)C1=NC2=C(CN(CC2)CC(=O)O)N1C